Cl.ClC=1C=C(C=CC1)NC1N(C(=NC(=N1)N)N1CCCC1)C1=CC=C(C=C1)Cl N-(3-Chlorophenyl)-N1-(4-chlorophenyl)-6-pyrrolidin-1-yl-[1,3,5]triazine-2,4-diamine hydrochloride